(R)-N-((1R)-1-(3,6-dimethyl-4-oxo-2-(tetrahydro-2H-pyran-3-yl)-3,4-dihydroquinazolin-8-yl)ethyl)-2-methylpropane-2-sulfinamide CN1C(=NC2=C(C=C(C=C2C1=O)C)[C@@H](C)N[S@](=O)C(C)(C)C)C1COCCC1